2-(6-bromo-2-((4-fluorobenzyl)thio)-4H-imidazo[4,5-b]pyridin-4-yl)-N-(2-methyl-5-((tetrahydrofuran-3-yl)amino)phenyl)butanamide BrC=1C=C2C(N(C1)C(C(=O)NC1=C(C=CC(=C1)NC1COCC1)C)CC)=NC(=N2)SCC2=CC=C(C=C2)F